C(C)(C)(C)OC(=O)NC=1C(=C(C=CC1)C1=C(C(=CC=C1)NC(=O)C1=CC(=C(C=N1)CN(C(OC(C)(C)C)=O)C1=CC(=NC=C1)OC)OC)C)Cl tert-Butyl ((6-((3'-((tert-butoxycarbonyl)amino)-2'-chloro-2-methyl-[1,1'-biphenyl]-3-yl)carbamoyl)-4-methoxypyridin-3-yl)methyl)(2-methoxypyridin-4-yl)carbamate